FC(N1N=C(C=C1)C1=NN=C(O1)C(=O)N1[C@H](C2=C(CC1)NC=N2)C2=NN1C(C=CC=C1C(F)(F)F)=C2)(F)F (R)-(5-(1-(trifluoromethyl)-1H-pyrazol-3-yl)-1,3,4-oxadiazol-2-yl)(4-(7-(trifluoromethyl)pyrazolo[1,5-a]pyridin-2-yl)-6,7-dihydro-1H-imidazo[4,5-c]pyridin-5(4H)-yl)methanone